CCCCCC(C)=O Heptan-6-one